OC=1C=C(C=NC1)C1=NN(C2=CC=C(C=C12)N(CCCOCC(=O)OC(C)(C)C)S(=O)(=O)C1=C(C=CC=C1)[N+](=O)[O-])C1OCCCC1 tert-butyl 2-[3-[[3-(5-hydroxy-3-pyridyl)-1-tetrahydropyran-2-yl-indazol-5-yl]-(2-nitrophenyl)sulfonyl-amino]propoxy]acetate